IC=1N=C2N(C=CN=C2)C1 iodoimidazo[1,2-a]pyrazin